FC=1C(=NC=NC1N(CC1=C(C=CC=C1)OC(F)(F)F)C)NCC1=CC=C(C=C1)CC(=O)N 2-[4-[[[5-fluoro-6-[methyl-[[2-(trifluoromethoxy)phenyl]methyl]amino]pyrimidin-4-yl]amino]methyl]phenyl]acetamide